C1(=CC=CC=C1)C1=C2C=CN=C(C2=C(C(=C1C1=CC=CC=C1)C1=CC=CC=C1)C1=CC=CC=C1)[N-]C(C(C)(C)C)=O N-(5,6,7,8-tetraphenyl-1-isoquinolinyl)pivaloyl-amide